benzylSodium C(C1=CC=CC=C1)[Na]